C(C)(=O)O[C@H]1[C@@H](COC2=CC(=CC=C12)F)Br |r| racemic-trans-3-bromo-7-fluorochroman-4-yl acetate